FC(C=1C(=NC(=CC1)N1C=NC2=C1C=C(C(=C2)NC=2N=NC(=CC2)OC2CCN(CC2)C2COC2)OC)N2N=C(C=C2C)C#N)F 1-[3-(difluoromethyl)-6-[6-methoxy-5-[[6-[[1-(oxetan-3-yl)-4-piperidyl]oxy]pyridazin-3-yl]amino]benzimidazol-1-yl]-2-pyridyl]-5-methyl-pyrazole-3-carbonitrile